5-(Methylamino)-6-(3-methylimidazo[4,5-c]pyridin-7-yl)-3-([1,2,4]triazolo[4,3-a]pyridin-6-ylamino)pyrazine-2-carboxamide CNC=1N=C(C(=NC1C=1C2=C(C=NC1)N(C=N2)C)C(=O)N)NC=2C=CC=1N(C2)C=NN1